tert-butyl (3S,4R)-4-(cyanomethyl)-3-fluoropiperidine-1-carboxylate C(#N)C[C@@H]1[C@@H](CN(CC1)C(=O)OC(C)(C)C)F